N1C[C@@H](CCC1)CNC(OC(C)(C)C)=O (R)-tert-butyl (piperidin-3-ylmethyl)carbamate